1-(2-((2-amino-4-((3-methyl-4-((1-methyl-1H-benzimidazol-5-yl)oxy)phenyl)amino)pyrimidin-5-yl)ethynyl)pyrrolidin-1-yl)prop-2-en-1-one NC1=NC=C(C(=N1)NC1=CC(=C(C=C1)OC1=CC2=C(N(C=N2)C)C=C1)C)C#CC1N(CCC1)C(C=C)=O